COCOC1=C(C2=CC=CC=C2C=C1)C1=C(C=CC2=CC=CC=C12)OCOC 2,2'-bis(methoxymethoxy)-1,1'-binaphthyl